SC(CC(=O)O)C 3-mercaptobutyric acid